acrylamide methyl-propanesulfonate COS(=O)(=O)CCC.C(C=C)(=O)N